5-(hydroxymethyl)-2-((5-(trifluoromethyl)pyridin-2-yl)oxy)benzonitrile OCC=1C=CC(=C(C#N)C1)OC1=NC=C(C=C1)C(F)(F)F